C\C(=C/CCOC1=CC=C(C=C1)CCC(C)=O)\C=C\C 4-(4-(((3E,5E)-4-methylhepta-3,5-dien-1-yl)oxy)phenyl)butan-2-one